N-(5-bromo-2-((2-chloro-5-fluorophenyl)amino)pyridin-3-yl)-3-fluoro-5-(trifluoromethyl)benzamide BrC=1C=C(C(=NC1)NC1=C(C=CC(=C1)F)Cl)NC(C1=CC(=CC(=C1)C(F)(F)F)F)=O